CN1N=CC2=CC=C(C=C12)C=1C=NC=CC1C=CC(=O)O 3-(3-(1-methyl-1H-indazol-6-yl)pyridin-4-yl)acrylic acid